C(C)NCCC1=CNC=2C(=C(C3=C(C12)CCCO3)F)C N-ethyl-2-(4-methyl-5-fluoro-3,7,8,9-tetrahydropyrano[3,2-e]indol-1-yl)ethan-1-amine